O=C1NC(CCC1N1C(C2=CC=CC(=C2C1=O)NCCOCCOCCOCCOCCOCCO)=O)=O 2-(2,6-dioxopiperidin-3-yl)-4-((17-hydroxy-3,6,9,12,15-pentaoxaheptadecyl)amino)isoindoline-1,3-dione